methyl 1-(tert-butylsulfinyl)-2,3-dihydro-1H-pyrrolo[3,2-b]pyridine-6-carboxylate C(C)(C)(C)S(=O)N1CCC2=NC=C(C=C21)C(=O)OC